O=C1C=CCCC1 3-oxo-1-cyclohexene